C(C)(C)C1=C(C(=CC=C1)C(C)C)N1C(=NC=C1)C=1C=C(OC=2C=C(C=CC2)C2=NC=CC3=CC=CC=C23)C=CC1 1-(3-(3-(1-(2,6-diisopropylphenyl)-1H-imidazol-2-yl)phenoxy)phenyl)isoquinoline